2-chloro-6,7-dimethoxyquinoline-3-formaldehyde ClC1=NC2=CC(=C(C=C2C=C1C=O)OC)OC